(S)-(8-chloro-5-(cyanomethyl)-4-methyl-5,6-dihydro-4H-[1,4]oxazepino[5,6,7-de]quinazolin-9-yl)boronic acid ClC1=C2C=3C(=NC=NC3C=C1B(O)O)N([C@H](CO2)CC#N)C